Ethyl 5,6,7,8-tetrahydroindolizine-1-carboxylate C=1(C=CN2CCCCC12)C(=O)OCC